(2-(4-Acetylpiperazin-1-yl)ethyl)-5-(3-methoxyphenyl)-2-(4-(trifluoromethyl)phenyl)Azole-4-carboxamide methyl-2-(4-methoxyphenyl)acetate COC(CC1=CC=C(C=C1)OC)=O.C(C)(=O)N1CCN(CC1)CCC1=C(NC(=C1C(=O)N)C1=CC(=CC=C1)OC)C1=CC=C(C=C1)C(F)(F)F